FC1=C2C=NNC2=CC=C1C1=C(N=C2N1C=C(N=C2)C2=CC(=C(C=C2)F)C(C)C)C(C)C 3-(4-fluoro-1H-indazol-5-yl)-6-(4-fluoro-3-isopropyl-phenyl)-2-isopropyl-imidazo[1,2-a]pyrazine